3,5-dimethoxylbromobenzene O(C)C=1C=C(C=C(C1)OC)Br